CN(CCN1CCN(CC1)C(=O)C=1N=C(OC1C=1C=C(C=CC1)CC(=O)N)C1=CC=C(C=C1)C(F)(F)F)C (3-(4-(4-(2-(dimethylamino)ethyl)piperazine-1-carbonyl)-2-(4-(trifluoromethyl)phenyl)oxazol-5-yl)phenyl)acetamide